[(2R)-2-hydroxypropyl]-1H-pyrazole-3-sulfonimidamide O[C@@H](CN1N=C(C=C1)S(=O)(N)=N)C